C(C)(=O)C1=CC2=C(C3=CC=CC=C3C(=C2C=C1)C)C 2-acetyl-9,10-dimethylanthracene